1-tert-butyl 5-methyl (2S)-2-aminopentanedioate hydrochloride Cl.N[C@H](C(=O)OC(C)(C)C)CCC(=O)OC